4'-methyl-4-(trans-pent-3-en-1-yl)biphenyl CC1=CC=C(C=C1)C1=CC=C(C=C1)CC\C=C\C